Benzyl-(S)-3-(2-ethoxy-2-oxoethoxy)pyrrolidine-1-carboxylic acid tert-butyl ester C(C)(C)(C)OC(=O)N1[C@H](C(CC1)OCC(=O)OCC)CC1=CC=CC=C1